Z-isoeugenol acetate C(C)(=O)OC=1C(=CC(=CC1)\C=C/C)OC